BrC=1N=C(C(=NC1)NC=1C(=CC=CC1C)N)C N2-(5-bromo-3-methyl-pyrazin-2-yl)-3-methyl-benzene-1,2-diamine